C(#N)C=1C(=NC(=C(C1C1CC1)C#N)N1CC(NCC1)=O)SC(C(=O)N)C1=CC=CC=C1 2-{[3,5-dicyano-4-cyclopropyl-6-(3-oxopiperazin-1-yl)pyridin-2-yl]sulfanyl}-2-phenylacetamide